N-((benzyloxy)carbonyl)-O-(1,1,1-trifluoro-2-methylpropan-2-yl)-L-serine C(C1=CC=CC=C1)OC(=O)N[C@@H](COC(C(F)(F)F)(C)C)C(=O)O